CN1N=NC=2N(C1=O)C=NC2C(=O)N 3-methyl-4-oxo-3,4-dihydroimidazo[5,1-d][1,2,3,5]tetrazine-8-carboxamide